[NH+](O)(O)[O-].CN1CCOCC1 methylmorpholine azonate